C(C)(=O)OCCCC\C=C/CCCCCC (5Z)-5-Dodecen-1-ol acetate